NC1=CC=C(O1)C1=NN2C=NC3=C(C2=N1)C=NN3CCC3=CC=CC=C3 5-amino-2-furyl-7-phenethyl-7H-pyrazolo[4,3-e][1,2,4]triazolo[1,5-c]pyrimidine